CN(C(COC1=CC=C(C=C1)C(C=CC1=CC=C(C(=O)O)C=C1)=O)=O)C 4-[3-[4-[2-(Dimethylamino)-2-oxoethoxy]phenyl]-3-oxoprop-1-enyl]benzoic acid